O1COC2=C1C=CC(=C2)CCC2=NN=C1SCC(=NN12)C1=CC=C(C=C1)Br 3-[2-(1,3-Benzodioxole-5-yl)ethyl]-6-(4-bromophenyl)-7H-[1,2,4]triazolo[3,4-b][1,3,4]thiadiazine